C(C(C)=C)CO[Si](OC)(OC)CCC methallyl-propyltrimethoxysilane